Ethyl 2-[4-({(2-cyanobenzyl) [1-(tetrahydro-2H-pyran-2-yl)-1H-indazol-6-yl]amino}carbonyl)-1,5-dimethyl-1H-pyrrol-2-yl]-4-nitrobenzoate C(#N)C1=C(CN(C(=O)C=2C=C(N(C2C)C)C2=C(C(=O)OCC)C=CC(=C2)[N+](=O)[O-])C2=CC=C3C=NN(C3=C2)C2OCCCC2)C=CC=C1